1-((((2-(4'-fluoro-2'-(4-methyl-4H-1,2,4-triazol-3-yl)-[1,1'-biphenyl]-3-yl)-7-methoxybenzo[d]oxazol-5-yl)methyl)amino)methyl)cyclobutan-1-ol FC1=CC(=C(C=C1)C1=CC(=CC=C1)C=1OC2=C(N1)C=C(C=C2OC)CNCC2(CCC2)O)C2=NN=CN2C